4-(3-cyano-7-(1-ethyl-1H-pyrazol-4-yl)imidazo[1,2-a]pyridin-5-yl)phenyl trifluoromethanesulfonate FC(S(=O)(=O)OC1=CC=C(C=C1)C1=CC(=CC=2N1C(=CN2)C#N)C=2C=NN(C2)CC)(F)F